ClC=1C2=C(N=C(N1)N1[C@@H](COCC1)C)N(CC2)C(=O)NCC (R)-4-chloro-N-ethyl-2-(3-methylmorpholinyl)-5H-pyrrolo[2,3-d]pyrimidine-7(6H)-carboxamide